5-Methyl-6-(2'-oxospiro[cyclobutane-1,3'-indoline]-5'-yl)-3,4-dihydropyridine-1(2H)-carboxylic acid tert-butyl ester C(C)(C)(C)OC(=O)N1CCCC(=C1C=1C=C2C3(C(NC2=CC1)=O)CCC3)C